N-(1-cyanopyrrolidin-3-yl)-5-phenylpyridazine-3-carboxamide C(#N)N1CC(CC1)NC(=O)C=1N=NC=C(C1)C1=CC=CC=C1